5-(2,6-dibromo-4-nitrophenoxy)-3-isopropylpyridin-2(1H)-one BrC1=C(OC=2C=C(C(NC2)=O)C(C)C)C(=CC(=C1)[N+](=O)[O-])Br